3-(3-fluoro-4-((1s,4r,5s)-5-(hydroxymethyl)-2-azabicyclo[2.2.1]hept-2-yl)phenyl)piperidine-2,6-dione FC=1C=C(C=CC1N1[C@@H]2C[C@@H]([C@H](C1)C2)CO)C2C(NC(CC2)=O)=O